ClC1=C(C=CC=C1)C=1N(C2=NC(=NC(=C2N1)N1CCC(CC1)C(F)(F)F)S(=O)(=O)C)C1=CC=C(C=C1)Cl 8-(2-chlorophenyl)-9-(4-chlorophenyl)-2-methylsulfonyl-6-[4-(trifluoromethyl)-1-piperidinyl]purine